C(=C)C1C2C=CC(C1)C2 5-Vinyl-2-norbornen